trans-4-amino-1-methylcyclohexan-1-ol NC1CCC(CC1)(O)C